NC1=NC=2C=C(C(=CC2C2=C1COC2)C(=O)N(C)[C@@H]2COC1=C2C(=CC(=C1)C(F)(F)F)F)Cl 4-amino-7-chloro-N-((3S)-4-fluoro-6-(trifluoromethyl)-2,3-dihydro-1-benzofuran-3-yl)-N-methyl-1,3-dihydrofuro[3,4-c]quinoline-8-carboxamide